tert-butyl (1-(9H-fluoren-9-yl)-11-(2-(methylamino)ethyl)-3,10-dioxo-2,7-dioxa-4,11-diazatridecan-13-yl)(methyl)carbamate trifluoroacetate FC(C(=O)O)(F)F.C1=CC=CC=2C3=CC=CC=C3C(C12)COC(NCCOCCC(N(CCN(C(OC(C)(C)C)=O)C)CCNC)=O)=O